2,4-Difluoro-5-nitrobenzoic acid FC1=C(C(=O)O)C=C(C(=C1)F)[N+](=O)[O-]